C[C@@H]1O[C@@H](CN(C1)C1=CC=C(C=N1)C1=CC(=C(C2=C1OC(O2)(C)C2CCN(CC2)C(=O)OC(C)(C)C)C)C(=O)OC2=C(C(=C(C(=C2F)F)F)F)F)C tert-butyl 4-(7-(6-((2S,6R)-2,6-dimethylmorpholino)pyridin-3-yl)-2,4-dimethyl-5-((pentafluorophenoxy)carbonyl)benzo[d][1,3]dioxol-2-yl)piperidine-1-carboxylate